N-((1R,3r,5S)-8-azabicyclo[3.2.1]octan-3-yl)-5-((1R,2S)-2-fluorocyclopropyl)isoxazole-3-carboxamide Disodium N1-methyl-2-methylthio-5'-inosinate CN1C(C=2N=CN([C@H]3[C@H](O)[C@H](O)[C@@H](C(O)C(=O)[O-])O3)C2N=C1SC)=O.[Na+].[Na+].[C@H]12CC(C[C@H](CC1)N2)NC(=O)C2=NOC(=C2)[C@@H]2[C@H](C2)F.CN2C(C=1N=CN([C@H]3[C@H](O)[C@H](O)[C@@H](C(O)C(=O)[O-])O3)C1N=C2SC)=O